IC=1C(=NC(NC1)=O)N 5-iodo-cytosine